S1C(=NC2=C1C=CC=C2)NC2=C(C(=C(N=N2)NC=2SC=C(N2)C(=O)OCC)C2CC2)C ethyl 2-({6-[(1,3-benzothiazol-2-yl)amino]-4-cyclopropyl-5-methylpyridazin-3-yl}amino)-1,3-thiazole-4-carboxylate